CCCSCC 4-thia-hexane